NC1=NC=CC(=C1F)CC=1C(=C(C(=C(C(=O)NOCCCC#C)C1)NC1=C(C=C(C=C1)I)F)F)F 5-((2-amino-3-fluoropyridin-4-yl)methyl)-3,4-difluoro-2-((2-fluoro-4-iodophenyl)amino)-N-(pent-4-yn-1-yloxy)benzamide